CYCLOOCTATETRAENE C1=CC=CC=CC=C1